C(C)(C)C1=C(C=CC=C1)[C@H]1N(CCN(C1)CC=1C=C(C2=C(C=C(O2)C)C1)OC)C1CC2(CN(C2)C2=CC=C(C(=O)N)C=C2)C1 4-(6-((R)-2-(2-isopropylphenyl)-4-((7-methoxy-2-methylbenzofuran-5-yl)methyl)piperazin-1-yl)-2-azaspiro[3.3]Heptane-2-yl)benzamide